O=C([C@H](C[C@H]1C(NCC1)=O)NC(OC(C)(C)C)=O)COC1=C(C(=CC(=C1F)F)F)F tert-butyl ((S)-3-oxo-1-((S)-2-oxopyrrolidin-3-yl)-4-(2,3,5,6-tetrafluorophenoxy)butan-2-yl)carbamate